isotridecyl isononanoate 2-ethylhexyl-palmitate C(C)C(COC(CCCCCCCCCCCCCCC)=O)CCCC.C(CCCCCC(C)C)(=O)OCCCCCCCCCCC(C)C